(9R,13S)-3-(difluoromethyl)-9-methyl-3,4,7,15-tetraazatricyclo[12.3.1.02,6]Octadecan FC(N1C2C3CCNC(CCCC[C@H](CNC2CN1)C)C3)F